FC(C1=NC=C2N1C=CC(=C2)C(=O)OC)(F)F methyl 3-(trifluoromethyl)imidazo[1,5-a]pyridine-7-carboxylate